4,5-bis(dicyclohexylphosphino)-9,9-dimethylxanthene C1(CCCCC1)P(C1=CC=CC=2C(C3=CC=CC(=C3OC12)P(C1CCCCC1)C1CCCCC1)(C)C)C1CCCCC1